3-oxo-2,7,10,13,16,19,22-heptaoxa-4-azapentacosan-25-oic acid O=C(OC)NCCOCCOCCOCCOCCOCCOCCC(=O)O